dichloroThian ClC1(CCSCC1)Cl